1-(2-dimethylamino-2-thiophen-3-yl-ethyl)-3-((R)-7-hydroxy-1,2,3,4-tetrahydro-naphthalen-2-yl)-urea CN(C(CNC(=O)N[C@H]1CC2=CC(=CC=C2CC1)O)C1=CSC=C1)C